N[C@@H](CCO)CC1=C(C2=NC(=CC(=C2S1)NCC=1SC=CN1)Cl)Br (3S)-3-amino-4-(3-bromo-5-chloro-7-{[(1,3-thiazol-2-yl)methyl]amino}thieno[3,2-b]pyridin-2-yl)butan-1-ol